1-(2-fluoroethyl)-N-(6-(1-methyl-1H-imidazol-5-yl)isoquinolin-3-yl)piperidine-4-carboxamide FCCN1CCC(CC1)C(=O)NC=1N=CC2=CC=C(C=C2C1)C1=CN=CN1C